6-fluoro-3-hydroxy-8-(phenylsulfonyl)quinazoline-2,4(1H,3H)-dione FC=1C=C2C(N(C(NC2=C(C1)S(=O)(=O)C1=CC=CC=C1)=O)O)=O